2-Chloro-N-(4-(1-isopropyl-4-(trifluoromethyl)-1H-imidazol-2-yl)benzyl)-5-nitropyrimidin-4-amine ClC1=NC=C(C(=N1)NCC1=CC=C(C=C1)C=1N(C=C(N1)C(F)(F)F)C(C)C)[N+](=O)[O-]